ethyl 4-[4-(1H-pyrrolo[2,3-b]pyridin-4-yl)-1H-pyrazol-1-yl]benzoate N1C=CC=2C1=NC=CC2C=2C=NN(C2)C2=CC=C(C(=O)OCC)C=C2